C1(CC1)COC=1C=NC(=NC1)NC([C@H](C)N1C[C@@H](C(CC1)(F)F)C1=CNC(C=C1)=O)=O (S)-N-(5-(cyclopropyl-methoxy)pyrimidin-2-yl)-2-((S)-4,4-difluoro-3-(6-oxo-1,6-dihydropyridin-3-yl)piperidin-1-yl)propanamide